CN(C=C(C=C[NH2+]C)C=1C2=C(N=CN1)NC=C2)C 3-(dimethylamino)-2-(7H-pyrrolo[2,3-d]pyrimidin-4-yl)allylidene-N-methylmethanaminium